tri-iodobenzoic acid IC1=C(C(=C(C(=O)O)C=C1)I)I